C(=O)O.FC(C=1C(=C(C=CC1)[C@@H](C)NC1=NC(=NC2=CC=C(C=C12)N(C1=NN(C(C=C1)=C=O)CC(=O)N(C)C)C)C)F)F (R)-2-(3-((4-((1-(3-(difluoromethyl)-2-fluorophenyl)ethyl)amino)-2-Methylquinazolin-6-yl)(methyl)amino)-6-carbonylpyridazin-1(6H)-yl)-N,N-dimethylacetamide formate